[C].[13CH3]O methanol-13C carbon